[Ni].[Fe].[Sn].[Ni] nickel-tin-iron-nickel